COC1=C(OCCN2CC3=CC(=CC=C3C(C2)(C)C)C2=CC(=NC(=C2)C)C)C(=CC=C1)OC 2-(2-(2,6-dimethoxyphenoxy)ethyl)-7-(2,6-dimethylpyridin-4-yl)-4,4-dimethyl-1,2,3,4-tetrahydroisoquinoline